FC=1C=2CCCC2C(=C2CCCC12)NC(=O)N=S(=O)(N)C1=CN=C(S1)C(C)(C)O N'-(8-fluoro-1,2,3,5,6,7-hexahydro-s-indacen-4-ylcarbamoyl)-2-(2-hydroxypropan-2-yl)thiazole-5-sulfonimidamide